2-(4-aminophenyl)-5-(3-aminophenyl)-1,3,4-thiadiazole NC1=CC=C(C=C1)C=1SC(=NN1)C1=CC(=CC=C1)N